(2-fluoroethyl)(2,2,3,3,3-pentafluoro-n-propyl)ether FCCOCC(C(F)(F)F)(F)F